N1[Pd]CCCC1 1-aza-2-palladacyclohexane